N-[2-(3-fluorophenyl)ethyl]-3-[(5-phenylpyrimidin-2-yl)amino]benzamide FC=1C=C(C=CC1)CCNC(C1=CC(=CC=C1)NC1=NC=C(C=N1)C1=CC=CC=C1)=O